1-((1H-Indol-7-yl)methyl)-N5-((1R,5S,6r)-3-oxabicyclo[3.1.0]hexan-6-yl)-N3-methyl-1H-pyrazole-3,5-dicarboxamide N1C=CC2=CC=CC(=C12)CN1N=C(C=C1C(=O)NC1[C@H]2COC[C@@H]12)C(=O)NC